COC1=CC=C(COC=2C=CN(C2)COCC[Si](C)(C)C)C=C1 4-((4-methoxybenzyl)oxy)-1-((2-(trimethylsilyl)ethoxy)methyl)-1H-pyrrole